3-(5-Amino-6-(oxazol-5-yl)pyrazin-2-yl)-N-(3-cyanobicyclo[1.1.1]pentan-1-yl)-4-(methyl-d3)benzenesulfonamide NC=1N=CC(=NC1C1=CN=CO1)C=1C=C(C=CC1C([2H])([2H])[2H])S(=O)(=O)NC12CC(C1)(C2)C#N